2-Amino-4-(butylamino)-6-(3-methoxy-4-(pyrrolidin-1-ylmethyl)benzyl)pyridin NC1=NC(=CC(=C1)NCCCC)CC1=CC(=C(C=C1)CN1CCCC1)OC